N-(3-(cyclopentylsulfonyl)phenyl)-6-((1-(hydroxymethyl)cyclopropyl)amino)-2-(7-azaspiro[3.5]nonan-7-yl)nicotinamide C1(CCCC1)S(=O)(=O)C=1C=C(C=CC1)NC(C1=C(N=C(C=C1)NC1(CC1)CO)N1CCC2(CCC2)CC1)=O